CC1(C(N(C2=CC=CC=C12)C=1C=NC=C(C1)CC1=NNC(C2=CC=CC=C12)=O)=O)NC(C1=CC=NC=C1)=O N-(3-methyl-2-oxo-1-(5-((4-oxo-3,4-dihydrophthalazin-1-yl)methyl)pyridin-3-yl)indolin-3-yl)isonicotinamide